FC1=C(CC2=NC3=C(N2C[C@H]2OCC2)C=C(C=C3)C(=O)O)C=C(C(=C1)C1=NC(=CC=C1)OCC1=NN(C=C1)C(F)(F)F)F (S)-2-(2,5-difluoro-4-(6-((1-(trifluoromethyl)-1H-pyrazol-3-yl)methoxy)pyridin-2-yl)benzyl)-1-(oxetan-2-ylmethyl)-1H-benzo[d]imidazole-6-carboxylic acid